C(C)OC1=CN=CC(=N1)N1CC(NCC1)=O 4-(6-ethoxypyrazin-2-yl)piperazin-2-one